N,N-bis(3-methoxybenzyl)-4-(4-methoxyphenylethyl)thiazol-2-amine COC=1C=C(CN(C=2SC=C(N2)CCC2=CC=C(C=C2)OC)CC2=CC(=CC=C2)OC)C=CC1